CC1CNCCC1C1=CC=C(C=C1)C1=CC(=CC2=CC(=CC=C12)C1=CC=C(C=C1)C(F)(F)F)C(=O)O 4-(4-(3-methylpiperidin-4-yl)phenyl)-7-(4-(trifluoromethyl)phenyl)-2-naphthoic acid